CC1(OC2=CC(=CC=C2C=C1)C(C)=O)C 1-(2,2-dimethyl-2H-chromen-7-yl)ethan-1-one